6-(2-aminoethyl)-5,7-dihydro-4H-thieno[2,3-c]pyridine-2-carboxylic acid ethyl ester hydrochloride Cl.C(C)OC(=O)C1=CC2=C(CN(CC2)CCN)S1